S1C(=NN=C1)C=O (1,3,4-thiadiazol-2-yl)methanone